methyl 11,11-difluoro-2-oxo-1,2,10,11-tetrahydrobenzo[6,7]oxepino[3,2-b]pyridine-7-carboxylate FC1(CC2=C(OC3=C1NC(C=C3)=O)C=C(C=C2)C(=O)OC)F